C1=CC=C2C(=C1)C=NC(=N2)F fluoroquinazolin